C(C)(C)(C)OC(=O)NCCN(C(C(=O)O)CCCC)CCCC 2-((2-((tert-Butoxycarbonyl)amino)ethyl)(butyl)amino)hexanoic acid